C1=CC=CC=2C3=CC=CC=C3C(C12)COC(=O)NC1(CC1)C(=O)O ((((9H-fluoren-9-yl)methoxy)carbonyl)amino)cyclopropanecarboxylic acid